OCCN1N=CC(=C1)C1=CN2C(S1)=C(C=N2)C(=O)NC=2C(=NC=C(C2)NC(CN2[C@H](CCCC2)C)=O)C (S)-2-(1-(2-hydroxyethyl)-1H-pyrazol-4-yl)-N-(2-methyl-5-(2-(2-methylpiperidin-1-yl)acetamido)pyridin-3-yl)pyrazolo[5,1-b]thiazole-7-carboxamide